C(=C)C(C=C)C=C 3-vinyl-1,4-pentadiene